3-((2R,3R,4R,5R)-5-((bis(4-methoxyphenyl)(phenyl)methoxy)methyl)-4-hydroxy-3-methoxytetrahydrofuran-2-yl)pyrimidine-2,4(1H,3H)-dione COC1=CC=C(C=C1)C(OC[C@@H]1[C@H]([C@H]([C@@H](O1)N1C(NC=CC1=O)=O)OC)O)(C1=CC=CC=C1)C1=CC=C(C=C1)OC